((diphenylmethylene)amino)-4-fluoro-4-methylpentanoic acid ethyl ester C(C)OC(C(CC(C)(C)F)N=C(C1=CC=CC=C1)C1=CC=CC=C1)=O